4-(8-(3-acrylamidophenyl)quinazolin-6-yl)-3-chloro-N-(4-(trifluoromethyl)pyridin-2-yl)benzamide C(C=C)(=O)NC=1C=C(C=CC1)C=1C=C(C=C2C=NC=NC12)C1=C(C=C(C(=O)NC2=NC=CC(=C2)C(F)(F)F)C=C1)Cl